IC1=CC(=NC=C1)NC#N N-(4-iodopyridin-2-yl)cyanamide